O1CCNCC2=C1C(=CC=C2)C#N 2,3,4,5-tetrahydro-1,4-benzoxazepine-9-Carbonitrile